isostearamidopropyl-dimethylamide C(CCCCCCCCCCCCCCC(C)C)(=O)NCCCC[N-]C